S-(difluoromethyl)-3-bromobenzothioate FC(S=C(C1=CC(=CC=C1)Br)[O-])F